C1(CC1)[C@]1(C(N(C[C@H]1C)C=1C=2N(N=CC1)C=C(C2)C2=CC(=NC=C2)OC)=O)C#N (3R,4S)-3-cyclopropyl-1-[6-(2-methoxypyridin-4-yl)pyrrolo[1,2-b]pyridazin-4-yl]-4-methyl-2-oxopyrrolidine-3-carbonitrile